ClC=1C=CC=2C3=C(C(N(C2C1)C1=C(C=CC=C1)Cl)=O)N=C(N3C)CC3=CC=C(C=C3)OC 7-Chloro-5-(2-chlorophenyl)-2-(4-methoxybenzyl)-1-methyl-1,5-dihydro-4H-imidazo[4,5-c]quinoline-4-on